ClC=1C=CC=C2C(C=C(OC12)C1=CC=C(OCC2CC(C2)OCC(=O)O)C=C1)=O 2-[3-[[4-(8-chloro-4-oxo-chromen-2-yl)phenoxy]methyl]cyclobutoxy]acetic acid